4-(4-bromophenyl)-1,4-oxazepan BrC1=CC=C(C=C1)N1CCOCCC1